N-(3-(7-((3S,4S)-4-amino-3-methyl-2-oxa-8-azaspiro[4.5]decan-8-yl)-2,4-dioxa-1,2-dihydropteridin-3(4H)-yl)-2-chlorophenyl)-1-methyl-1H-pyrazole-3-carboxamide N[C@@H]1[C@@H](OCC12CCN(CC2)C2=CN=C1ON(ONC1=N2)C=2C(=C(C=CC2)NC(=O)C2=NN(C=C2)C)Cl)C